C1(=CC=C(C=C1)C=1N=C(N=NC1C1=CC=C(C=C1)C)SC(C(=O)NC)C)C 2-[[5,6-bis(p-tolyl)-1,2,4-triazin-3-yl]sulfanyl]-N-methyl-propanamide